CC1=C(OC2=C1C=CC=C2)C(=O)N 3-methylbenzofuran-2-Carboxamide